FC=1C=C(OC2CN(C2)C2=CC=C(C=N2)C=2C=C(C=C3N=CC=NC23)NC(C)C)C=CC1 8-(6-(3-(3-fluorophenoxy)azetidin-1-yl)pyridin-3-yl)-N-isopropylquinoxalin-6-amine